FC=1C=CC(=NC1C(N(C)OC)=O)NC(OC(C)(C)C)=O tert-butyl (5-fluoro-6-(methoxy(methyl)carbamoyl)pyridin-2-yl)carbamate